3-Methyl-5-undecyl-1,2,4-triazole CC1=NNC(=N1)CCCCCCCCCCC